C(C)[Si]1(O[Si](S[Si](O[Si](O[Si](O1)(CC)CC)(CC)CC)(CC)CC)(CC)CC)CC 2,2,4,4,6,6,8,8,10,10-decaethyl-1,3,5,7-tetraoxa-9-thia-2,4,6,8,10-pentasilacyclodecane